dimethyleicosanyl-[3-(trimethoxysilyl)propyl]ammonium bromide [Br-].C[N+](CCC[Si](OC)(OC)OC)(CCCCCCCCCCCCCCCCCCCC)C